(4-(3-isopropyl-2-(2-methylpyridin-4-yl)-1H-indol-5-yl)piperidin-1-yl)(tetrahydrofuran-3-yl)methanone C(C)(C)C1=C(NC2=CC=C(C=C12)C1CCN(CC1)C(=O)C1COCC1)C1=CC(=NC=C1)C